N-(5-fluoroisoquinolin-8-yl)-3-methoxy-4-[(1R,4S)-5-methyl-2,5-diazabicyclo[2.2.1]heptan-2-yl]benzamide FC1=C2C=CN=CC2=C(C=C1)NC(C1=CC(=C(C=C1)N1[C@H]2CN([C@H](C1)C2)C)OC)=O